γ-mercaptopropyldimethylsilane SCCC[SiH](C)C